di-(2-ethylhexyl) itaconate C(C(=C)CC(=O)OCC(CCCC)CC)(=O)OCC(CCCC)CC